C(C1=CC=CC=C1)OC(=O)N1CC(CCC1C)(C(=O)O)C 1-((benzyloxy)carbonyl)-3,6-dimethylpiperidine-3-carboxylic acid